(E)-tetradecenoic acid ethyl ester C(C)OC(\C=C\CCCCCCCCCCC)=O